(4-((6,7-dimethoxyquinazolin-4-yl)oxy)-2,6-difluorophenyl)-N-(3-fluorophenyl)-2-oxoacetamide COC=1C=C2C(=NC=NC2=CC1OC)OC1=CC(=C(C(=C1)F)C(C(=O)NC1=CC(=CC=C1)F)=O)F